FC1=C(C=C(C=C1)OC=1C(=C2C=CNC2=CC1F)S(=O)(=O)C)C=1NC(=CN1)CC=1C=C(C=CC1)CCC(=O)OC methyl 3-(3-((2-(2-fluoro-5-((6-fluoro-4-(methylsulfonyl)-1H-indol-5-yl)oxy)phenyl)-1H-imidazol-5-yl)methyl)phenyl)propanoate